2-{2-isopropyl-6-[2-(1,1,7,7-tetramethyl-2,3,6,7-tetrahydro-1H,5H-benzo[ij]quinolizin-9-yl)vinyl]-4H-pyran-4-ylidene}propanedinitrile C(C)(C)C=1OC(=CC(C1)=C(C#N)C#N)C=CC1=CC=2C(CCN3CCC(C(C23)=C1)(C)C)(C)C